OC=1C=C(C=C2C(C(N(C12)CC(=O)NCCCC(=O)O)=O)(C)C)I 4-(2-(7-hydroxy-5-iodo-3,3-dimethyl-2-oxoindolin-1-yl)acetamido)butanoic acid